Phenyl-[4-(2-phenylethyl)piperazin-1-yl]methanone C1(=CC=CC=C1)C(=O)N1CCN(CC1)CCC1=CC=CC=C1